Benzyl (2-(trans-4-hydroxypyrrolidin-3-yl)ethyl)carbamate O[C@H]1[C@@H](CNC1)CCNC(OCC1=CC=CC=C1)=O